cis-8-dimethylamino-3-[2-methyl-5-(trifluoromethyl)-2H-pyrazol-3-yl]-8-thiophen-2-yl-1,3-diazaspiro[4.5]decan-2-one CN(C1(CCC2(CN(C(N2)=O)C=2N(N=C(C2)C(F)(F)F)C)CC1)C=1SC=CC1)C